C(C)(C)(C)OC(=O)NC1CN(CCC1OC)C(=O)OCC1=CC=CC=C1 rac-benzyl 3-(tert-butoxycarbonylamino)-4-methoxypiperidine-1-carboxylate